BrC1=NC=C(C(=C1)N1N=C(C(=C1)C(=O)OCC)C)C ethyl 1-(2-bromo-5-methylpyridin-4-yl)-3-methyl-1H-pyrazole-4-carboxylate